6-(1-(8-isopropyl-8-azabicyclo[3.2.1]oct-3-yl)piperidin-4-yl)-4-methyl-2-(4-(methylsulfonyl)phenyl)-1H-benzo[d]imidazole C(C)(C)N1C2CC(CC1CC2)N2CCC(CC2)C=2C=C(C1=C(NC(=N1)C1=CC=C(C=C1)S(=O)(=O)C)C2)C